N-[7-fluoro-2-(hydroxymethyl)indan-5-yl]acetamide methyl-(S)-2-(2-(3-(tert-butoxy)-2-((tert-butoxycarbonyl)amino)-3-oxopropyl)thiazol-4-yl)-5-methyl-oxazol-4-carboxylate COC(=O)C=1N=C(OC1C)C=1N=C(SC1)C[C@@H](C(=O)OC(C)(C)C)NC(=O)OC(C)(C)C.FC=1C=C(C=C2CC(CC12)CO)NC(C)=O